4-Epoxycyclohexylmethylcyclohexanecarboxylic acid 3,4-epoxycyclohexylmethyl ester C1(CC2C(CC1)O2)COC(=O)C2CCC(CC2)CC21C(CCCC2)O1